2-(1-(2-(1H-indol-3-yl)-2-methylpropyl)-1H-1,2,3-triazol-4-yl)butan-2-amine N1C=C(C2=CC=CC=C12)C(CN1N=NC(=C1)C(C)(CC)N)(C)C